C(C)(C)(C)OC(=O)N1C[C@H]2C([C@H]2C1)C(NC1=NC=NC(=C1)N)=O tert-butyl-(1R,5S,6r)-6-((6-aminopyrimidin-4-yl)carbamoyl)-3-azabicyclo[3.1.0]hexane-3-carboxylate